CN([C@@H](CC1=CNC2=CC=CC=C12)C(=O)O)C dimethyl-L-tryptophan